CC(=CCC/C(=C/C/C=C(/C)\C=C)/C)C (3Z,6E)-α-Farnesene